(4-cyclohexylphenyl)-6-isopropyl-2-morpholino-6,7-dihydro-5H-pyrrolo[3,4-d]pyrimidin-4-amine C1(CCCCC1)C1=CC=C(C=C1)C1N(CC=2N=C(N=C(C21)N)N2CCOCC2)C(C)C